4-(2,6-dimethyl-6,7-dihydropyrazolo[1,5-a]pyrimidin-4(5H)-yl)-4-oxo-N-(6-phenylpyridazin-3-yl)butanamide CC1=NN2C(N(CC(C2)C)C(CCC(=O)NC=2N=NC(=CC2)C2=CC=CC=C2)=O)=C1